C(#C)C1=NNC=C1 3-ACETYLENYL-PYRAZOL